N-(3,5-dimethylphenyl)isoquinolin-1-amine CC=1C=C(C=C(C1)C)NC1=NC=CC2=CC=CC=C12